2-{2-[1-(cyclopropylmethyl)-1H-pyrrolo[2,3-b]pyridin-2-yl]-1-{[1-(ethanesulfonyl)azetidin-3-yl]methyl}-7-methoxy-1H-1,3-benzodiazole-5-carbonyl}-2-azabicyclo[2.2.1]heptan-7-amine C1(CC1)CN1C(=CC=2C1=NC=CC2)C2=NC1=C(N2CC2CN(C2)S(=O)(=O)CC)C(=CC(=C1)C(=O)N1C2CCC(C1)C2N)OC